FC1(CC2(CN(C2)C=2C=CC=3N(C2)N=CC3C3CCN(CC3)C(=O)OC(C)(C)C)C1)F tert-butyl 4-(6-(6,6-difluoro-2-azaspiro[3.3]heptan-2-yl)pyrazolo[1,5-a]pyridin-3-yl)piperidine-1-carboxylate